ClC1=C(C=CC=C1)C1=C(C=CC(=C1)OC)S(=O)(=O)N1CCC(CC1)(C(=O)O)F 1-((2'-chloro-5-methoxy-[1,1'-biphenyl]-2-yl)sulfonyl)-4-fluoropiperidine-4-carboxylic acid